perfluorooctyl-sulfonic acid didecyldimethylammonium salt C(CCCCCCCCC)[N+](C)(C)CCCCCCCCCC.FC(C(C(C(C(C(C(C(F)(F)F)(F)F)(F)F)(F)F)(F)F)(F)F)(F)F)(S(=O)(=O)[O-])F